C1(CCCC1)OC1=CC=C(C=C1)S(=O)(=O)NC(CN(C)C)C1=CC(=C(C=C1)Cl)Cl 4-(cyclopentyloxy)-N-(1-(3,4-dichlorophenyl)-2-(dimethylamino)ethyl)benzenesulfonamide